C(CCCCCCC)C(CN)CCCCCCCCCC 2-octyl-1-dodecyl-amine